CC1C=CC(O)=CC=1.CC1C=CC=C(O)C=1.CC1C=CC=CC=1O cresol